CC1(CC(C=C(C1)NCC(=O)OCC)=NC1=CC=CC=C1)C ethyl 2-[[5,5-dimethyl-3-phenylimino-cyclohexen-1-yl]amino]acetate